Br[C@@H]1CN(CC1)C(=O)OC(C)(C)C tert-butyl (S)-3-bromopyrrolidine-1-carboxylate